5,5'-(10H-phenoxazine-3,7-diyl)-bis-(2-fluorophenol) C1=CC(=CC=2OC3=CC(=CC=C3NC12)C=1C=CC(=C(C1)O)F)C=1C=CC(=C(C1)O)F